5,10-dimethyl-5,6,9,10,11,12-hexahydropyrido[4'',3'':4',5']thieno[2',3':4,5]pyrimido[1,2-a]thieno[3,2-f][1,4]diazepine-4,13-dione monohydrobromide Br.CN1CC=2N(C3=C(C1=O)C=CS3)C(C3=C(N2)SC2=C3CCN(C2)C)=O